5-(2-methylimidazo[1,2-b]pyridazin-6-yl)-N-(2-(4-methylpiperazin-1-yl)pyridin-4-yl)-7H-pyrrolo[2,3-d]pyrimidin-2-amine CC=1N=C2N(N=C(C=C2)C2=CNC=3N=C(N=CC32)NC3=CC(=NC=C3)N3CCN(CC3)C)C1